3-(pyridin-4-yl)prop-2-yn-1-amine N1=CC=C(C=C1)C#CCN